tert-butyl 5-iodo-1-oxa-9-azaspiro[5.5]undec-4-ene-9-carboxylate IC1=CCCOC12CCN(CC2)C(=O)OC(C)(C)C